(ethoxy)8-nonylphenol acrylate C(C=C)(=O)OC1=C(C=CC=C1)C(CCCCCCC)COCC